1-(3-chloro-2-fluorobenzyl)piperazine ClC=1C(=C(CN2CCNCC2)C=CC1)F